norbornene-dicarboxylic anhydride C123C(=CC(CC1)C2)C(=O)OC3=O